6-chloro-1-(6-(2,2,2-trifluoroethoxy)pyridin-2-yl)-1H-indazole-5-carboxylic acid ClC1=C(C=C2C=NN(C2=C1)C1=NC(=CC=C1)OCC(F)(F)F)C(=O)O